F[As-](F)(F)(F)(F)F.C1(=CC=CC=C1)C=1C=C(SC1)[S+](C1=CC=CC=C1)C1=CC=CC=C1 4-phenylthienyl-diphenyl-sulfonium hexafluoroarsenate